C1(CC1)C=1C=C(C=CC1[N+](=O)[O-])N1CCN(CC1)C 1-(3-cyclopropyl-4-nitrophenyl)-4-methylpiperazine